3-(4-chlorobenzyl)-2,9-dimethyl-4H,6H-thieno[2,3-e][1,2,4]triazolo[3,4-c][1,4]oxazepine ClC1=CC=C(CC2=C(SC=3N4C(COCC32)=NN=C4C)C)C=C1